C1=CC=CC=2C3=CC=CC=C3N(C12)C=1C=C(C=CC1)C1=CC=2N(C3=CC=CC=C3C2C=C1)C=1C=C(C=CC1)C1=CC=C(C=C1)C1N=CN(CN1C1=CC=CC=C1)C1=CC=CC=C1 [3'-[2-{3-(9H-carbazol-9-yl)phenyl}-9H-carbazol-9-yl]biphenyl-4-yl]-3,5-diphenyl-1,3,5-triazine